OC1C(CCCC1)C=CCC (2-hydroxycyclohexyl)butene